1,2-dimercapto-sn-glycero-3-phosphorylcholine SOC[C@@H](OS)COP(=O)(O)OCC[N+](C)(C)C